Cl.CN1C(C=CC=C1)=O 1-methylpyridin-2(1H)-on-Hydrochlorid